2-bromo-4-methylthiazole-5-carboxylic acid BrC=1SC(=C(N1)C)C(=O)O